4-[2-(3-Chlorophenyl)ethynyl]-5-methyl-1-(6-methyl-3-pyridyl)imidazole-2-carboxamide ClC=1C=C(C=CC1)C#CC=1N=C(N(C1C)C=1C=NC(=CC1)C)C(=O)N